lithium 1,4,5,8-tetrahydroxy-9,10-anthraquinone OC1=CC=C(C=2C(C3=C(C=CC(=C3C(C12)=O)O)O)=O)O.[Li]